2-((1H-benzo[d]imidazole-2-yl)(5-fluoro-2-hydroxyphenyl)methyl)-6-(4-aminophenyl)isoindolin-1-one N1C(=NC2=C1C=CC=C2)C(N2C(C1=CC(=CC=C1C2)C2=CC=C(C=C2)N)=O)C2=C(C=CC(=C2)F)O